FC1=C(C(=O)OC)C(=CC(=C1)NC1=NC=CC=C1[N+](=O)[O-])F methyl 2,6-difluoro-4-((3-nitropyridin-2-yl)amino)benzoate